tert-butyl 6-(5-{2-[1-(2,6-dioxopiperidin-3-yl)-3-methyl-2-oxo-1,3-benzodiazol-5-yl] ethynyl} pyrimidin-2-yl)-2,6-diazaspiro[3.3]heptane-2-carboxylate O=C1NC(CCC1N1C(N(C2=C1C=CC(=C2)C#CC=2C=NC(=NC2)N2CC1(CN(C1)C(=O)OC(C)(C)C)C2)C)=O)=O